(R)-4-amino-6'-(3-hydroxypyrrolidine-1-yl)-4'-methoxy-6-(thiazole-2-yl)-[2,2'-bipyridine]-3-carbonitrile NC1=C(C(=NC(=C1)C=1SC=CN1)C1=NC(=CC(=C1)OC)N1C[C@@H](CC1)O)C#N